C1(CCCCC1)C=CC(C)=O 4-cyclohexylbutan-3-en-2-one